1,2-dioxacyclobutane O1OCC1